C(C)(C)(C)OC(=O)NCC1=CC=C(C=C1)NC(=O)C1=CC2=C(OCCC3=C2SC=C3)C=C1C=1C(=NC(=CC1)C(NCCC(C)C)=O)C(=O)[O-] 3-(9-((4-(((tert-butoxycarbonyl)amino)methyl)phenyl)carbamoyl)-4,5-dihydrobenzo[b]thieno[2,3-d]oxepin-8-yl)-6-(isopentylcarbamoyl)picolinate